C[C@@H](CNC(OC(C)(C)C)=O)CNC1=NC=C(C=N1)SC |r| Racemic-tert-butyl (2-methyl-3-((5-(methylthio)pyrimidin-2-yl)amino) propyl)carbamate